(1S,2R,3R)-2-((benzyloxy)carbonyl)-3-(tert-butoxycarbonyl)cyclopropane-1-carboxylic acid C(C1=CC=CC=C1)OC(=O)[C@@H]1[C@@H]([C@H]1C(=O)OC(C)(C)C)C(=O)O